FC1=CC=C(C=C1C1=CC=CC=C1)NC1=NC=C(C(=N1)N[C@H](CO)C1=CC=CC=C1)C(=O)NCC(F)(F)F 2-[(6-fluorobiphenyl-3-yl)amino]-4-{[(1S)-2-hydroxy-1-phenylethyl]-amino}-N-(2,2,2-trifluoroethyl)pyrimidine-5-carboxamide